2-butyl-1-(4-((hexadecylamino)methyl)benzyl)-1H-imidazo[4,5-c]quinolin-4-amine C(CCC)C=1N(C2=C(C(=NC=3C=CC=CC23)N)N1)CC1=CC=C(C=C1)CNCCCCCCCCCCCCCCCC